N-[(1S)-1-(2-amino-2-oxo-ethyl)prop-2-ynyl]pyrrolidine-2-carboxamide Methyl-1-(4-((2-oxopyridin-1(2H)-yl)methyl)benzyl)pyrrolidine-3-carboxylate COC(=O)C1CN(CC1)CC1=CC=C(C=C1)CN1C(C=CC=C1)=O.NC(C[C@@H](C#C)NC(=O)C1NCCC1)=O